(R)-N-(5-chloro-6-(tetrahydrofuran-2-yl)pyridin-3-yl)-1-(8-chloroimidazo[1,2-a]Pyridin-5-yl)-5-(trifluoromethyl)-1H-pyrazole-4-carboxamide ClC=1C=C(C=NC1[C@@H]1OCCC1)NC(=O)C=1C=NN(C1C(F)(F)F)C1=CC=C(C=2N1C=CN2)Cl